3,9-divinyl-2,4,8,10-tetra-oxaspiro[5.5]undecane C(=C)C1OCC2(CO1)COC(OC2)C=C